COCC=1C(=NN2C1CNCCC2)C(=O)NC 3-(methoxymethyl)-N-methyl-5,6,7,8-tetrahydro-4H-pyrazolo[1,5-a][1,4]diazepine-2-carboxamide